5-(2-((6,7-dihydro-5H-cyclopenta[b]pyridin-6-yl)amino)pyrimidin-5-yl)-1,3,4-oxadiazol-2(3H)-one N1=C2C(=CC=C1)CC(C2)NC2=NC=C(C=N2)C2=NNC(O2)=O